ClC=1C(=NC(=NC1)NC=1C=C(C=NC1)N1C(C2(CC1)CCN(CC2)CCC2CCN(CC2)C2=CC=C(C=C2)[N+](=O)[O-])=O)N2CCCCC2 2-(5-((5-chloro-4-(piperidin-1-yl)pyrimidin-2-yl)amino)pyridin-3-yl)-8-(2-(1-(4-nitrophenyl)piperidin-4-yl)ethyl)-2,8-diazaspiro[4.5]decan-1-one